(S)-6-(2-hydroxybutoxy)-4-(6-(piperazin-1-yl)pyridin-3-yl)pyrazolo[1,5-a]pyridine-3-carbonitrile O[C@H](COC=1C=C(C=2N(C1)N=CC2C#N)C=2C=NC(=CC2)N2CCNCC2)CC